tert-butyl ((1H-pyrazol-3-yl)methyl)carbamate N1N=C(C=C1)CNC(OC(C)(C)C)=O